α-glucosamine O[C@@H]1[C@H](N)[C@@H](O)[C@H](O)[C@H](O1)CO